2-hydroxy-4-isopropyl-9H-thioxanthone OC1=CC=2C(C3=CC=CC=C3SC2C(=C1)C(C)C)=O